N[C@H]1[C@@H](CN(CC1)CC(F)F)OC=1C=C2CN(C(C2=CC1)=O)C1C(NC(CC1)=O)=O 3-(5-((trans-4-amino-1-(2,2-difluoroethyl)piperidin-3-yl)oxy)-1-oxoisoindolin-2-yl)piperidine-2,6-dione